Methyl 8-(1-(difluoromethyl)-1H-pyrazol-4-yl)-2-fluoro-8-methyl-7,8-dihydro-6H-cyclopenta[e]pyrazolo[1,5-a]pyrimidine-6-carboxylate FC(N1N=CC(=C1)C1(CC(C=2C=NC=3N(C21)N=C(C3)F)C(=O)OC)C)F